CC(C)(C)[S@@](=O)N[C@@H]1[C@@H](OCC12CCNCC2)C (R)-2-methyl-N-((3S,4S)-3-methyl-2-oxa-8-azaspiro[4.5]decan-4-yl)propan-2-sulfinamide